3-(2,2-dimethoxyethoxy)azetidine COC(COC1CNC1)OC